2-(5-cyclopropyl-1-(tetrahydro-2H-pyran-2-yl)-1H-indazol-3-yl)-5-methylpyrimidin C1(CC1)C=1C=C2C(=NN(C2=CC1)C1OCCCC1)C1=NC=C(C=N1)C